4-((6-(1-(tert-Butyl)-1H-pyrazol-4-yl)pyridin-2-yl)((4-(4-methoxy-3-methylphenyl)bicyclo[2.2.2]octan-1-yl)methyl)carbamoyl)(trans-cyclohexyl) 3-hydroxyazetidine-1-carboxylate OC1CN(C1)C(=O)O[C@@H]1CC[C@H](CC1)C(N(CC12CCC(CC1)(CC2)C2=CC(=C(C=C2)OC)C)C2=NC(=CC=C2)C=2C=NN(C2)C(C)(C)C)=O